(3R)-N-[4-(5-chloro-1,3-benzoxazol-2-yl)phenyl]tetrahydrofuran-3-carboxamide ethyl-4-oxo-5-(2-oxoethyl)-1-[4-(trifluoromethoxy)phenyl]cinnoline-3-carboxylate C(C)OC(=O)C1=NN(C2=CC=CC(=C2C1=O)CC=O)C1=CC=C(C=C1)OC(F)(F)F.ClC=1C=CC2=C(N=C(O2)C2=CC=C(C=C2)NC(=O)[C@H]2COCC2)C1